C(CCCCCCCCCCCCCCCCC)OC(C(CC(=O)[O-])S(=O)(=O)O)=O.[Na+].[Na+].ClC1=C(C=CC=C1Cl)C=1C=CC=C2C(=C(C=NC12)C(=O)N[C@H]1CCOC2=CC=CC=C12)N(C1COC1)C 8-(2,3-dichlorophenyl)-N-[(4S)-3,4-dihydro-2H-chromen-4-yl]-4-[methyl-(oxetan-3-yl)amino]quinoline-3-carboxamide disodium monostearyl-sulfosuccinate